4-benzyl-1-isobutylaminocarbonyl-2-benzyl-4,10-diazatricyclo[5.3.1.03,8]undeca-9-ene C(C1=CC=CC=C1)N1C2C(C3(N=CC2C(CC1)C3)C(=O)NCC(C)C)CC3=CC=CC=C3